tert-butyl (R)-4-((6-((5-(tetrahydrofuran-3-yl)-1H-pyrazol-3-yl)amino)pyrazin-2-yl)oxy)piperidine-1-carboxylate O1C[C@H](CC1)C1=CC(=NN1)NC1=CN=CC(=N1)OC1CCN(CC1)C(=O)OC(C)(C)C